[Cu].C1(=C(C(=CC=C1)C(=O)O)C(=O)O)C(=O)O benzenetricarboxylic acid Copper